O[C@@]1(C(N(CC1)C)=O)C#CC1=CC(=CC=C1)C1=NC2=C(N=CC=C2C=C1)C (R)-3-hydroxy-1-methyl-3-((3-(8-methyl-1,7-naphthyridin-2-yl)phenyl)ethynyl)pyrrolidin-2-one